COC=1C=C(C=C(C1OC)OC)C1=C2C(=CN=C1)NC=C2 4-(3,4,5-trimethoxyphenyl)-1H-pyrrolo[2,3-c]pyridine